OCCCCCCCCCCCC(=O)O 12-hydroxylauric acid